COC(=O)C1CCC(CC1)[C@@H](C)NC(=O)C=1C=C(C=C2C=NN(C12)CC1=CC(=CC=C1)C(F)(F)F)C1=CC=CC=C1 (1r,4r)-4-(1-(5-phenyl-1-(3-(trifluoromethyl)benzyl)-1H-indazol-7-amido)ethyl)cyclohexane-1-carboxylic acid methyl ester